N(=C=S)C(C1=CC=CC=C1)(C1=CC=CC=C1)C1=CC=CC=C1 (Isothiocyanatomethanetriyl)tribenzene